C(CCCCCCCCC)N(C(CCCCCCCCC)=O)CCCCCCCCN(C(CN(C)C)=O)CCCCCCCC(=O)N(CCCCCCCCCC)CCCCCCCCCC N-decyl-N-(8-(N-(8-(didecylamino)-8-oxooctyl)-2-(dimethylamino)acetamido)octyl)decanamide